B(O)(O)O.N1(CCCC1)O.N1(CCCC1)O bispyrrolidinol borate